strontium-zinc oxide [O-2].[Zn+2].[Sr+2].[O-2]